(2R,3R)-2-(2-(but-1-yn-1-yl)-6-chloro-8-(5-methylfuran-2-yl)-9H-purin-9-yl)tetrahydrofuran-3-yl acetate C(C)(=O)O[C@H]1[C@@H](OCC1)N1C2=NC(=NC(=C2N=C1C=1OC(=CC1)C)Cl)C#CCC